1-(4-(((6-(2-chloro-3-(3-chloro-2-(4-((((1r,4r)-4-hydroxycyclohexyl)amino)methyl)-3-methoxyphenyl)pyridin-4-yl)phenyl)-2-methoxypyridin-3-yl)methyl)amino)piperidin-1-yl)ethan-1-one ClC1=C(C=CC=C1C1=C(C(=NC=C1)C1=CC(=C(C=C1)CNC1CCC(CC1)O)OC)Cl)C1=CC=C(C(=N1)OC)CNC1CCN(CC1)C(C)=O